2-(3-(methylsulfonyl)benzoyl)-2-azabicyclo[3.1.0]hexane-1-carboxamide CS(=O)(=O)C=1C=C(C(=O)N2C3(CC3CC2)C(=O)N)C=CC1